(+)-4-(4-{[4-(2-hydroxyethyl)-2-(trifluoromethyl)phenyl]methoxy}-3-methoxyphenyl)-2H,4H,5H,6H,7H-pyrazolo[3,4-b]pyridin-6-one OCCC1=CC(=C(C=C1)COC1=C(C=C(C=C1)C1C=2C(NC(C1)=O)=NNC2)OC)C(F)(F)F